CN1N=CC(=C1)S(=O)(=O)N1CCC(CC1)NC1=NC=C(C(=N1)C1=CC(=NS1)C#N)C(F)(F)F 5-(2-((1-((1-methyl-1H-pyrazol-4-yl)sulfonyl)piperidin-4-yl)amino)-5-(trifluoromethyl)-pyrimidin-4-yl)isothiazole-3-carbonitrile